4-(6-(1-((6-methoxypyridin-3-yl)imino)-1-oxothiomorpholinyl)pyridin-3-yl)-6-(1-methyl-1H-pyrazole-4-yl)pyrazolo[1,5-a]pyrazine-3-carbonitrile COC1=CC=C(C=N1)N=S1(CCN(CC1)C1=CC=C(C=N1)C=1C=2N(C=C(N1)C=1C=NN(C1)C)N=CC2C#N)=O